3-(Azetidin-3-yl)-N-[(5-chlorothiophen-2-yl)methyl]-1-(furan-3-carbonyl)-1H-pyrazol-5-amin N1CC(C1)C1=NN(C(=C1)NCC=1SC(=CC1)Cl)C(=O)C1=COC=C1